tert-Butylbutyl (2R,5S)-4-(6-chloro-1-(4,6-diisopropyl-2-methylpyrimidin-5-yl)-7-(2-fluorophenyl)-2-oxo-1,2-dihydropyrido[2,3-d]pyrimidin-4-yl)-2,5-dimethylpiperazine-1-carboxylate ClC1=CC2=C(N(C(N=C2N2C[C@H](N(C[C@@H]2C)C(=O)OC(CCC)C(C)(C)C)C)=O)C=2C(=NC(=NC2C(C)C)C)C(C)C)N=C1C1=C(C=CC=C1)F